CON=C(C)C1=C(N=C(S1)NC(C1=CC(=C(C=C1)O)OC)=O)C N-[5-[1-(methoxyimino)ethyl]-4-methylthiazol-2-yl]-4-hydroxy-3-methoxybenzamide